6-chloro-1H-indol-3-amine hydrogen chloride Cl.ClC1=CC=C2C(=CNC2=C1)N